1-methyl-N-(1-methylcyclopropyl)-2-oxo-2,3-dihydro-1H-benzo[d]imidazole-5-sulfonamide CN1C(NC2=C1C=CC(=C2)S(=O)(=O)NC2(CC2)C)=O